C(CC)OC1=C(C=CC(=C1)Cl)Cl 2-n-propoxy-1,4-dichlorobenzene